tert-butyl 3-(4-hydroxyphenyl)sulfonylazetidine-1-carboxylate OC1=CC=C(C=C1)S(=O)(=O)C1CN(C1)C(=O)OC(C)(C)C